trans-hexahydrocyclopenta[b]pyrrole N1C=2C(CC1)CCC2